ClC1=CC=C(C=C1)N1C=NC=C1 1-(4-chlorophenyl)imidazole